7-((3-cyclopropyl-6-(4-cyclopropyl-6-methoxypyrimidin-5-yl)-1H-pyrazolo[3,4-d]pyrimidin-1-yl)methyl)-2-(trifluoromethyl)-5H-imidazo[2,1-a]isoindole C1(CC1)C1=NN(C2=NC(=NC=C21)C=2C(=NC=NC2OC)C2CC2)CC=2C=C1CN3C(C1=CC2)=NC(=C3)C(F)(F)F